F[C@@H]1CN(CC[C@@H]1NC1=C2C=C(N(C2=CC=C1)CC(F)(F)F)C#CCNC1=C(C=C(C(=O)OC)C=C1)OC)CCO methyl 4-{[3-(4-{[(3R,4S)-3-fluoro-1-(2-hydroxyethyl)piperidin-4-yl]amino}-1-(2,2,2-trifluoroethyl)-1H-indol-2-yl)prop-2-yn-1-yl]amino}-3-methoxybenzoate